C(C)=C1CC(C1)NC(OC(C)(C)C)=O tert-butyl (3-ethylidenecyclobutyl)carbamate